C(CCC)C1=NC2=CC=C(C=C2C(=C1)OC)OCCCCCCN1CCN(CC1)C(C)C 2-butyl-6-((6-(4-isopropylpiperazin-1-yl)hexyl)oxy)-4-methoxyquinoline